ClC1=C(C(=O)NC=2C=C3C=C(NC3=CC2)C(=O)O)C=C(C=C1)CNC(C(C)C)=O 5-(2-Chloro-5-(isobutyrylaminomethyl)benzoylamino)-1H-indole-2-carboxylic acid